4-bromo-2-(bromomethyl)-6-methoxybenzoic acid methyl ester COC(C1=C(C=C(C=C1OC)Br)CBr)=O